N,N'-dicyclopentyl-ethylenediamine C1(CCCC1)NCCNC1CCCC1